N'-(pyridazin-3-yl)acrylohydrazide N1=NC(=CC=C1)NNC(C=C)=O